C(C=C)(=O)OCCC[Si](CC)(CC)OCC acryloyloxypropyl-ethoxydiethylsilane